(2S)-2-AMINO-5-HEXENOIC ACID N[C@H](C(=O)O)CCC=C